[Al].[Tb].[Pr] praseodymium terbium aluminum